4-[3-fluoro-5-isobutyl-2-(2H-tetrazol-5-yl)phenyl]-2-methyl-1-[(3-methyl-2-pyridyl)methyl]piperazine FC=1C(=C(C=C(C1)CC(C)C)N1CC(N(CC1)CC1=NC=CC=C1C)C)C=1N=NNN1